4-benzyl-N-(3-chloro-4-fluorophenyl)-5-oxO-5,6,7,9-tetrahydropyrazolo[1,5-a]pyrido[4,3-e]pyrimidine-8(4H)-carboxamide C(C1=CC=CC=C1)N1C=2N(C3=C(C1=O)CCN(C3)C(=O)NC3=CC(=C(C=C3)F)Cl)N=CC2